N1(CCCCC1)CCCNC(=O)C1=C(C2=C(N(C1=O)C(C)C)SC=C2)O 4-hydroxy-7-isopropyl-6-oxo-6,7-dihydro-thieno[2,3-b]pyridine-5-carboxylic acid (3-piperidin-1-yl-propyl)-amide